ClC=1C=C(C=NC1N1N=CC=N1)NC(=O)C=1C=NN(C1C(F)(F)F)C1=CN=C(C2=CC=CC=C12)OCC N-(5-chloro-6-(2H-1,2,3-triazol-2-yl)pyridin-3-yl)-1-(1-ethoxyisoquinolin-4-yl)-5-(trifluoromethyl)-1H-pyrazole-4-carboxamide